biphenyl-3,3,5,5'-tetracarboxylic acid C=1(CC(C=C(C1)C(=O)O)(C(=O)O)C(=O)O)C1=CC=CC(=C1)C(=O)O